α,α,2,3,6-pentafluoro-benzenepropanoic acid FC(C(=O)O)(CC1=C(C(=CC=C1F)F)F)F